2-(chloromethyl)-5-(3-chlorophenyl)-1,3,4-thiadiazole ClCC=1SC(=NN1)C1=CC(=CC=C1)Cl